ethyl 7-(1-aminoethyl)-1H-indole-2-carboxylate NC(C)C=1C=CC=C2C=C(NC12)C(=O)OCC